CN1C(C2=C(C(CC1)=O)C(=CN2)C2=NC(=NC=C2C(F)(F)F)NC2CNCCC2)=O 7-methyl-3-{2-[(piperidin-3-yl)amino]-5-(trifluoromethyl)pyrimidin-4-yl}-1H,4H,5H,6H,7H,8H-pyrrolo[2,3-c]azepine-4,8-dione